5-[2-(2-Hydroxyethyl)-2,7-diazaspiro[3.5]nonan-7-yl]-5-[4-[4-(trifluoromethoxy)phenoxy]phenyl]hexahydropyrimidine-2,4,6-trione OCCN1CC2(C1)CCN(CC2)C2(C(NC(NC2=O)=O)=O)C2=CC=C(C=C2)OC2=CC=C(C=C2)OC(F)(F)F